8-bromo-7-fluoro-2',3',5',6'-tetrahydro-3H-spiro[benzo[b][1,4]oxazepine-2,4'-pyran]-4(5H)-one BrC=1C(=CC2=C(OC3(CCOCC3)CC(N2)=O)C1)F